bicyclo[3.1.0]hexane-3-carboxylic acid C12CC(CC2C1)C(=O)O